2-(2-ethoxy-4-((5-fluoro-2-methoxybenzamido)methyl)phenyl)-4,5,6,7-tetrahydro-2H-pyrazolo[4,3-b]pyridine-3-carboxamide C(C)OC1=C(C=CC(=C1)CNC(C1=C(C=CC(=C1)F)OC)=O)N1N=C2C(NCCC2)=C1C(=O)N